(R)-6-chloro-3-((1-(2-(3,3-difluoroazetidin-1-yl)-6-fluoro-3-methyl-4-oxo-3,4-dihydroquinazolin-8-yl)ethyl)amino)picolinic acid ClC1=CC=C(C(=N1)C(=O)O)N[C@H](C)C=1C=C(C=C2C(N(C(=NC12)N1CC(C1)(F)F)C)=O)F